ClC1=CC2=C(C(=CO2)CN2CCN(CC2)C(C)C)C(=C1)C1=C2C(=NC=C1)C=C(S2)CN2C(C1C(C1C2=O)(C)C)=O 3-((7-(6-Chloro-3-((4-isopropylpiperazin-1-yl)methyl)benzofuran-4-yl)thieno[3,2-b]pyridin-2-yl)methyl)-6,6-dimethyl-3-azabicyclo[3.1.0]hexane-2,4-dione